1,4-bis-(3-aminopropyl)-piperazine NCCCN1CCN(CC1)CCCN